OC=1C(=NC=C(C(=O)OC2=C(C=CC(=C2)C2CCC2)N2N=C3CCN(CC4C3=C2CCN4C(C4=CN=C(C(=C4)O)C(F)(F)F)=O)C(C=C)=O)C1)C(F)(F)F 2-(7-acryloyl-5-(5-hydroxy-6-(trifluoromethyl)nicotinoyl)-3,4,5,5a,6,7,8,9-octahydro-2H-1,2,5,7-tetraazabenzo[cd]azulen-2-yl)-5-cyclobutylphenyl 5-hydroxy-6-(trifluoromethyl)nicotinate